C(CCC)C=1C(=NC(=NC1)S(=O)(=O)C)C=1C=C(C(N(C1)C)=O)Cl 5-(5-butyl-2-methyl-sulfonylpyrimidin-4-yl)-3-chloro-1-methyl-pyridin-2-one